5-bromo-2-(dimethylamino)-N-(3-isopropylphenyl)-N-methylnicotinamide BrC=1C=NC(=C(C(=O)N(C)C2=CC(=CC=C2)C(C)C)C1)N(C)C